The molecule is a methyl ester resulting from the formal condensation of the carboxy group of 2-(4-isopropyl-4-methyl-5-oxo-4,5-dihydro-1H-imidazol-2-yl)-5-methylbenzoic acid with methanol. It is a methyl ester and an imidazolone. It derives from a 2-(4-isopropyl-4-methyl-5-oxo-4,5-dihydro-1H-imidazol-2-yl)-5-methylbenzoic acid. CC1=CC(=C(C=C1)C2=NC(C(=O)N2)(C)C(C)C)C(=O)OC